C(C)N1C2=C(OCC1=O)C=C(C=C2)NC2=CC=C(C=C2)N2CCC(CC2)C(F)(F)F 4-ethyl-7-((4-(4-(trifluoromethyl)piperidin-1-yl)phenyl)amino)-2H-benzo[b][1,4]oxazin-3(4H)-one